C(#N)C1(CCCCC1)CNC(=O)[C@H]1N(C[C@@H](C1)O)C([C@H](C(C)(C)C)N1N=NC(=C1)C1CC1)=O (2S,4R)-N-[(1-cyanocyclohexyl)methyl]-1-[(2S)-2-(4-cyclopropyltriazol-1-yl)-3,3-dimethyl-butanoyl]-4-hydroxy-pyrrolidine-2-carboxamide